FC=1C=C(C=CC1F)NC(NC1=CC=C(C=C1)SC1=CC(=NC=C1)C(=O)NC1CCCCC1)=S 4-{4-[3-(3,4-difluorophenyl)thioureido]-phenylthio}-N-cyclohexylpyridine-2-carboxamide